FC1=CC=C(C=C1)C1=CC2=C(N=CN=C2N[C@H](C)C=2OC(=NN2)C)N=C1 (R)-6-(4-fluorophenyl)-N-(1-(5-methyl-1,3,4-oxadiazol-2-yl)ethyl)pyrido[2,3-d]pyrimidin-4-amine